BrC1=CSC=2N(C(=CC21)C(=O)O)CC(F)(F)F 3-Bromo-6-(2,2,2-trifluoroethyl)thieno[2,3-b]pyrrole-5-carboxylic acid